tert-butyl 6,6-dimethyl-4-(((trifluoromethyl) sulfonyl) oxy)-5,6-dihydropyridine-1(2H)-carboxylate CC1(CC(=CCN1C(=O)OC(C)(C)C)OS(=O)(=O)C(F)(F)F)C